4-chloro-8-(2,4-dichlorophenyl)-9-(4-((1-(3-fluoropropyl)azetidin-3-yl)methyl)phenyl)-6,7-dihydro-5H-benzo[7]annulene-3-carboxylic acid ClC1=C(C=CC=2C(=C(CCCC21)C2=C(C=C(C=C2)Cl)Cl)C2=CC=C(C=C2)CC2CN(C2)CCCF)C(=O)O